S-isopropyl-isothiourea hydrogen bromide Br.C(C)(C)SC(N)=N